1-(5-bromo-2-fluorophenoxy)-3,3-dimethylbutan-2-ol BrC=1C=CC(=C(OCC(C(C)(C)C)O)C1)F